O=C1C(=CC(C2=CC=CC=C12)=O)N[C@@H](C(=O)NC1=CC(=CC=C1)F)CC1=CC=CC=C1 (R)-2-((1,4-dioxo-1,4-dihydronaphthalen-2-yl)amino)-3-phenyl-N-(3-fluorophenyl)-propionamide